N1C=C(C2=CC=CC=C12)C=C1C(N(/C(/S1)=N/C1=CC=C(C=C1)S(=O)(=O)N)C1=CC=CC=C1)=O 4-(((2Z)-5-((1H-indole-3-yl)methylene)-4-oxo-3-phenylthiazolidin-2-ylidene)amino)benzenesulphonamide